C(C=C)(=O)OC(C(C(C(C(C(CCOC(C=C)=O)(F)F)(F)F)(F)F)(F)F)(F)F)(F)F dodecafluoro-1,8-octanediol diacrylate